heptadecan-9-yl 6-((4-((2-hydroxyethyl)(6-(nonyloxy)-6-oxohexyl)amino)butyl)(6-(nonyloxy)-6-oxohexyl)amino)hexanoate OCCN(CCCCN(CCCCCC(=O)OC(CCCCCCCC)CCCCCCCC)CCCCCC(=O)OCCCCCCCCC)CCCCCC(=O)OCCCCCCCCC